2-(((S)-1-((tert-butoxycarbonyl)amino)propan-2-yl)oxy)-5-fluoropyridine C(C)(C)(C)OC(=O)NC[C@H](C)OC1=NC=C(C=C1)F